ClC=1C=NC(=NC1)N1CCC(CC1)CCCOC1=CC(=C(C=C1)CC(=O)N1CC(C1)CNCC(CO)CO)F 2-[4-[3-[1-(5-chloropyrimidin-2-yl)-4-piperidyl]propoxy]-2-fluoro-phenyl]-1-[3-[[[3-hydroxy-2-(hydroxymethyl)propyl]amino]methyl]azetidin-1-yl]ethanone